C1(=CC=C(C=C1)C(=O)C(C(C(=O)O)(O)C(=O)C1=CC=C(C=C1)C)(O)C(=O)O)C (-)-Di-p-Toluoyl-Tartaric acid